6-Chloro-3-[1-[6-methyl-2-(2-methylimidazo[1,2-a]pyridin-6-yl)-4-oxo-chromen-8-yl]ethylamino]pyridine-2-carboxylic acid ClC1=CC=C(C(=N1)C(=O)O)NC(C)C=1C=C(C=C2C(C=C(OC12)C=1C=CC=2N(C1)C=C(N2)C)=O)C